(3R,4S)-3-amino-1-((S)-2-aminopropanoyl)-4-(3-boronopropyl)pyrrolidine-3-carboxylic acid, dihydrochloride salt Cl.Cl.N[C@]1(CN(C[C@@H]1CCCB(O)O)C([C@H](C)N)=O)C(=O)O